6-(4-Fluoro-3-methyl-phenyl)-1-[(4-methyl-3-pyridyl)methyl]pyrazolo[4,3-b]pyridine trifluoroacetate Salt FC(C(=O)O)(F)F.FC1=C(C=C(C=C1)C=1C=C2C(=NC1)C=NN2CC=2C=NC=CC2C)C